N1N=CC2=C(C=CC=C12)OS(=O)(=O)C(F)(F)F.[Si](C)(C)(C(C)(C)C)N(S(=O)(=O)C)C1=CNC2=CC=CC=C12 N-(tert-Butyldimethylsilyl)-N-(1H-indol-3-yl)methanesulfonamide indazol-4-yl-trifluoromethanesulfonate